FC(C1=CC=C(C=C1)C=1N=COC1N1C=CC=2C=CC=NC2C1=O)(F)F 7-{4-[4-(trifluoromethyl)phenyl]-1,3-oxazol-5-yl}-7,8-dihydro-1,7-naphthyridin-8-one